N[C@@H]1C[C@@H](N(C1)C(=O)NC1=CC=C(C=C1)Cl)C(=O)NC1=C(C=CC(=C1)C(CCC1CC1)(N[S@](=O)C(C)(C)C)C1=CC(=CC=C1)C#N)F (2R,4R)-4-amino-N1-(4-chlorophenyl)-N2-(5-(1-(3-cyanophenyl)-3-cyclopropyl-1-((R)-1,1-dimethylethylsulfinamido)propyl)-2-fluorophenyl)pyrrolidine-1,2-dicarboxamide